OCCCCCNC(C=C)=O N-(5-hydroxypentyl)acrylamide